3-((dimethylamino) methyl)-4-fluorobenzoate hydrochloride Cl.CN(C)CC=1C=C(C(=O)O)C=CC1F